4-[4-(5-chloro-2-methylphenyl)piperazinyl]Butylamine ClC=1C=CC(=C(C1)N1CCN(CC1)CCCCN)C